C(C)[C@H]1N(C[C@@H](N(C1)C1=CC(N(C=2C=CC(=NC12)C#N)CC1=CC=C(C=C1)OC)=O)C)C(C1=NC=C(C=C1)C(F)(F)F)C1=CC=C(C=C1)F 8-((2S,5R)-5-ethyl-4-((4-fluorophenyl)(5-(trifluoromethyl)pyridin-2-yl)methyl)-2-methylpiperazin-1-yl)-5-(4-methoxybenzyl)-6-oxo-5,6-dihydro-1,5-naphthyridine-2-carbonitrile